CC(C)(C)OC(=O)NNC([O-])=O N-[(2-methylpropan-2-yl)oxycarbonylamino]carbamate